C(#N)C=1C=C(C=CC1C#N)[C@@H](C(=O)NC1=NN(C(=C1)C(F)(F)F)C)[C@H]1CC(CC1)(F)F (S)-2-(3,4-dicyanophenyl)-2-((R)-3,3-difluorocyclopentyl)-N-(1-methyl-5-(trifluoromethyl)-1H-pyrazol-3-yl)acetamide